P(=O)(OC1=CC(=C(C=C1)CCC=1C=NC=2C(=NC3=C(C2C1)C=CC(=C3)C)N)C)([O-])[O-] 4-(2-(5-amino-8-methylbenzo[f][1,7]naphthyridin-2-yl) ethyl)-3-methylphenyl phosphate